FC=1C=CC2=C(N=C(S2)N2C[C@H](N([C@@H](C2)C)C(=O)OC2CC3(CN(C3)CC3=CC=CC=C3)C2)C)C1 2-benzyl-2-azaspiro[3.3]heptan-6-yl (2R,6R)-4-(5-fluoro-1,3-benzothiazol-2-yl)-2,6-dimethylpiperazine-1-carboxylate